(1S,3S)-3-((2-cyclopropyl-6-(5-((4-(cyclopropylmethyl)-1H-1,2,3-triazol-1-yl)methyl)-1-methyl-1H-1,2,3-triazol-4-yl)pyridin-3-yl)oxy)cyclohexanecarboxylic acid C1(CC1)C1=NC(=CC=C1O[C@@H]1C[C@H](CCC1)C(=O)O)C=1N=NN(C1CN1N=NC(=C1)CC1CC1)C